4-[3-chloro-6-fluoro-2-[(E)-2-(2-methyl-6-quinolinyl)vinyl]phenyl]-5-hydroxy-2,6-dimethyl-pyridazin-3-one ClC=1C(=C(C(=CC1)F)C=1C(N(N=C(C1O)C)C)=O)\C=C\C=1C=C2C=CC(=NC2=CC1)C